COC=1C=C(C=CC1N1N=C(C=2C=NC(=CC21)NC2=NC=CNC2=O)NCCN2CCCCC2)NS(=O)(=O)CCC N-(3-methoxy-4-(6-((3-oxo-3,4-dihydropyrazin-2-yl)amino)-3-((2-(piperidin-1-yl)ethyl)amino)-1H-pyrazolo[4,3-c]pyridin-1-yl)phenyl)propane-1-sulfonamide